CC1(OB(OC1(C)C)C1=CC=C(C=C1)C1=CC=C(C=C1)C=1C(=NN(N1)COCC[Si](C)(C)C)C(=O)OCC)C ethyl 5-(4'-(4,4,5,5-tetramethyl-1,3,2-dioxaborolan-2-yl)-[1,1'-biphenyl]-4-yl)-2-((2-(trimethylsilyl)ethoxy)methyl)-2H-1,2,3-triazole-4-carboxylate